O1C(=CC=C1)C=1C=CC(=C(C1)NC1=NC=NC2=CC(=C(C=C12)OC1CCN(CC1)C(\C=C\C1N(CCC1)C)=O)OC)OC (E)-1-(4-((4-((5-(furan-2-yl)-2-methoxyphenyl)amino)-7-methoxyquinazolin-6-yl)oxy)piperidine-1-yl)-3-(1-methylpyrrolidin-2-yl)prop-2-en-1-one